methyl 4-methyl-5-(4,4,5,5-tetramethyl-1,3,2-dioxaborolan-2-yl)pyridine-3-carboxylate CC1=C(C=NC=C1B1OC(C(O1)(C)C)(C)C)C(=O)OC